N-(4-((3-(2-(((1r,4r)-4-(dimethylamino)cyclohexyl)amino)pyrimidin-4-yl)pyridin-2-yl)oxy)-2,3,6-trifluorophenyl)-1-phenylmethanesulfonamide hydrochloride Cl.CN(C1CCC(CC1)NC1=NC=CC(=N1)C=1C(=NC=CC1)OC1=C(C(=C(C(=C1)F)NS(=O)(=O)CC1=CC=CC=C1)F)F)C